CC1(OC2=C(C1)C=C(C(=C2)N2CCOCC2)NC(=O)C=2N=C(OC2)N2CCOCC2)C N-(2,2-Dimethyl-6-morpholino-2,3-dihydrobenzofuran-5-yl)-2-morpholinooxazole-4-carboxamide